5-chloro-6-methoxy-N-[(4-methylpyridin-3-yl)methyl]pyridine-3-carboxamide ClC=1C=C(C=NC1OC)C(=O)NCC=1C=NC=CC1C